Cl.Cl.NC1=CC=C(C(=N1)C)CNC([C@H](C)NC(=O)C1NCC(C1)CC1=CC=CC=C1)=O N-((S)-1-(((6-amino-2-methylpyridin-3-yl)methyl)amino)-1-oxopropan-2-yl)-4-benzylpyrrolidine-2-carboxamide dihydrochloride